NCC1=NC(=NO1)C1=C(C2=C(S1)C(=CC=C2)N[C@H]2[C@H]([C@@H]1CC[C@H](C2)N1C)F)CC(F)(F)F (1S,2R,3R,5R)-N-(2-(5-(aminomethyl)-1,2,4-oxadiazol-3-yl)-3-(2,2,2-trifluoroethyl)benzo[b]thiophen-7-yl)-2-fluoro-8-methyl-8-azabicyclo[3.2.1]octan-3-amine